ClC=1C=CC2=C(C(C[C@@H](O2)C(=O)NC23C[C@@H](C(CC2)(CC3)NC(=O)C=3SC=C(N3)C)O)=O)C1 N-[(2S)-4-{[(2R)-6-chloro-4-oxo-3,4-dihydro-2H-1-benzopyran-2-carbonyl]amino}-2-hydroxybicyclo[2.2.2]oct-1-yl]-4-methyl-1,3-thiazole-2-carboxamide